O(S(=O)(=O)C(F)(F)F)C1=NN(C(=C1C)NC(C1=CC=C(C=C1)OC(F)(F)F)=O)C [1,4-dimethyl-5-[[4-(trifluoromethoxy) benzoyl] amino] pyrazol-3-yl] triflate